N-Boc-glutamic acid C(=O)(OC(C)(C)C)N[C@@H](CCC(=O)O)C(=O)O